8-methyl-N-vanillyl-nonenamide CC(CCCCC=CC(=O)NCC1=CC(OC)=C(O)C=C1)C